5-((4-methyl-5-(4-(methylsulfonyl)piperazine-1-carbonyl)-1H-1,2,3-triazol-1-yl)methyl)-N-(4-(trifluoromethyl)phenyl)pyridine CC=1N=NN(C1C(=O)N1CCN(CC1)S(=O)(=O)C)CC=1C=CCN(C1)C1=CC=C(C=C1)C(F)(F)F